CC(=CCCC(=O)C(CO)(O)CO)CCC=C(CCC=C(CCC=C(C)C)C)C Mono-(5,9,13,17-tetramethyl-octadeca-4,8,12,16-tetraenoyl)glycerol